O1C2=C(OCC1)C=C(C=C2)[C@H](C)[NH-] (S)-N-(1-(2,3-dihydrobenzo[b][1,4]dioxin-6-yl)ethyl)-amide